C(CC(O)(C(=O)O)CC(=O)[O-])(=O)[O-].[NH4+].C(CC(O)(C(=O)O)CC(=O)O)(=O)O.[NH4+] Ammonium citrate Ammonium citrate